(S)-2-((4-((2-hydroxy-1-phenylethyl)amino)-5-(5-(2-hydroxypropan-2-yl)-1,3,4-oxadiazol-2-yl)pyridin-2-yl)amino)-6,7,7-trimethyl-6,7-dihydro-5H-pyrrolo[3,4-b]pyridin-5-one OC[C@H](C1=CC=CC=C1)NC1=CC(=NC=C1C=1OC(=NN1)C(C)(C)O)NC1=CC=C2C(=N1)C(N(C2=O)C)(C)C